Rac-N-((5-methoxypyridin-3-yl)methyl)-2-(5-(piperidin-1-ylmethyl)-5,6-dihydro-1,4,2-dioxazin-3-yl)ethan-1-amine COC=1C=C(C=NC1)CNCCC1=NOC[C@H](O1)CN1CCCCC1 |r|